1-[(4-fluorophenyl)methyl]Piperazine racemic-tert-butyl-((1S,3R)-3-hydroxy-2,2,3-trimethylcyclobutyl)carbamate C(C)(C)(C)N(C(O)=O)[C@@H]1C([C@](C1)(C)O)(C)C.FC1=CC=C(C=C1)CN1CCNCC1 |r|